CC1=CC2=C(N=CO2)C=C1 6-methylbenzo[d]oxazole